[6-(3-cyclopropyl-1H-1,2,4-triazol-5-yl)-2-azaspiro[3.3]heptan-2-yl]-[6-[3-(methylsulfonimidoyl)-5-(trifluoromethyl)benzyl]-2-azaspiro[3.3]heptan-2-yl]methanone C1(CC1)C1=NNC(=N1)C1CC2(CN(C2)C(=O)N2CC3(C2)CC(C3)CC3=CC(=CC(=C3)C(F)(F)F)S(=O)(=N)C)C1